tert-butyl 3-(6-(1-methyl-1H-pyrazol-4-yl)-7-tosyl-7H-pyrrolo[2,3-d]pyrimidin-4-yl)-3,8-diazabicyclo[3.2.1]octane-8-carboxylate CN1N=CC(=C1)C1=CC2=C(N=CN=C2N2CC3CCC(C2)N3C(=O)OC(C)(C)C)N1S(=O)(=O)C1=CC=C(C)C=C1